FC([C@@H]1O[C@@H](CNC1)CO)F [(2S,6R)-6-(difluoromethyl)morpholin-2-yl]methanol